C[C@@H](CC)NC(O[C@H]1C[C@H](CC1)C1=CC(=NN1)NC(CC1=NN(C=C1)C)=O)=O (1R,3S)-3-(3-{[(1-methyl-1H-pyrazol-3-yl)acetyl]-amino}-1H-pyrazol-5-yl)-cyclopentyl (2S)-butan-2-ylcarbamate